NC1=C(C=NN1C(F)F)S(=O)(=O)NC=1C=CC(=C2C(=CNC12)C#N)F 5-Amino-N-(3-cyano-4-fluoro-1H-indol-7-yl)-1-(difluoromethyl)pyrazol-4-sulfonamid